6-vinyl-2,5-diazabicyclo[2.2.2]octane-2-carboxylate C(=C)C1NC2CN(C1CC2)C(=O)[O-]